5-(5-acetamido-6-fluoro-2-pyridyl)-3-methyl-triazole-4-carboxylic acid C(C)(=O)NC=1C=CC(=NC1F)C1=C(N(N=N1)C)C(=O)O